N-(3-(5-fluoropyrimidin-2-yl)-4-methylphenyl)-3-methyl-1-(1,3,5-triazin-2-yl)-6-azabicyclo[3.1.1]heptane-6-carboxamide FC=1C=NC(=NC1)C=1C=C(C=CC1C)NC(=O)N1C2CC(CC1(C2)C2=NC=NC=N2)C